CN1C(=C(C2=C(C=CC=C12)C)N=NC1=CC=C(C=C1)C)C1=CC=C(C=C1)C 1,4-dimethyl-2-(4-tolyl)-3-(4-tolylazo)indole